5-(1',1',3'-trimethylbutyl)benzotriazole CC(CC(C)C)(C)C1=CC2=C(NN=N2)C=C1